CN1N=CC(=C1)C1=CC2=C(N(CCO2)C2=NC(=CC3=CC=CC=C23)C(=O)OC)C=C1 Methyl 1-[7-(1-methyl-1H-pyrazol-4-yl)-2,3-dihydro-benzo[1,4]oxazin-4-yl]-isoquinoline-3-carboxylate